Methyl ((4-bromophenoxy) (perfluorophenoxy)phosphoryl)-L-alaninate BrC1=CC=C(OP(=O)(OC2=C(C(=C(C(=C2F)F)F)F)F)N[C@@H](C)C(=O)OC)C=C1